OC(C(=O)O)CC(=O)O 2-hydroxysuccinic acid